[4-amino-8-chloro-chroman-2-yl]methanol NC1CC(OC2=C(C=CC=C12)Cl)CO